Cl\C(=C(/C(N1CCCCC1)=O)\NC(C1=CC=CC=C1)=O)\C1=CC=CC=C1 (E)-N-(1-chloro-3-oxo-1-phenyl-3-(piperidin-1-yl)prop-1-en-2-yl)benzamide